5-(4-chlorophenyl)-6-ethyl-N4-methylpyrimidine-2,4-diamine ClC1=CC=C(C=C1)C=1C(=NC(=NC1CC)N)NC